7-isopropyl-8-(naphthalen-1-ylmethyl)-6-oxo-2-propyl-9-(3-(trifluoromethyl)phenyl)-3,4-dihydro-2H,6H-pyrido[1,2-e][1,2,5]thiadiazine-4-carboxylic acid 1,1-dioxide C(C)(C)C1=C(C(=C2N(C(CN(S2(=O)=O)CCC)C(=O)O)C1=O)C1=CC(=CC=C1)C(F)(F)F)CC1=CC=CC2=CC=CC=C12